O=C1OC/C(/O1)=C/COCCC(=O)O (Z)-3-(2-(2-oxo-1,3-dioxolan-4-ylidene)ethoxy)propanoic acid